6-((2-(2,6-dioxopiperidin-3-yl)-1-oxoisoindolin-5-yl)oxy)hexanoic acid O=C1NC(CCC1N1C(C2=CC=C(C=C2C1)OCCCCCC(=O)O)=O)=O